COC=1C(=NC(=CC1)C1=CN=NC(=C1)OC[C@@H]1CC[C@H](CC1)C(F)(F)F)[C@@H]1[C@H](C1)C(=O)O (1S,2S)-2-[3-methoxy-6-(6-{[trans-4-(trifluoromethyl)cyclohexyl]methoxy}pyridazin-4-yl)pyridin-2-yl]cyclopropanecarboxylic acid